5-Amino-3-[4-[[(5-fluoro-2-methoxy-benzoyl)amino]methyl]phenyl]-1-tetrahydropyran-4-ylpyrazole-4-carboxamide NC1=C(C(=NN1C1CCOCC1)C1=CC=C(C=C1)CNC(C1=C(C=CC(=C1)F)OC)=O)C(=O)N